1-(1-((R)-4-chloro-3-(2-fluorophenyl)-12-oxo-6,6a,7,8,9,10-hexahydro-12H-pyrazino[2,1-c]pyrido[3,4-f][1,4]oxazepin-1-yl)-5,5-dimethylpyrrolidin-3-yl)azetidine-3-carbonitrile ClC1=C(N=C(C=2C(N3[C@@H](COC21)CNCC3)=O)N3CC(CC3(C)C)N3CC(C3)C#N)C3=C(C=CC=C3)F